ClC1=CC=C(C(=N1)C(=O)OC)N[C@H](C)C1=C2N=C(C(=NC2=CC(=C1)C)C#N)N1C[C@@H](OCC1)C methyl 6-chloro-3-(((R)-1-(2-cyano-7-methyl-3-((S)-2-methylmorpholino)quinoxalin-5-yl)ethyl)amino)picolinate